((R)-1-((2S)-pyrrolidin-2-yl)ethyl)pyrimidin-2-amine N1[C@@H](CCC1)[C@@H](C)C1=NC(=NC=C1)N